BrC1=CSC=2C1=NC(=CC2NCC=2SC=CN2)Cl 3-bromo-5-chloro-N-[(1,3-thiazol-2-yl)methyl]thieno[3,2-b]pyridin-7-amine